[N+](=O)([O-])C=1C=CC2=CN(N=C2C1)[C@@H](C(=O)OC)C1=CC=CC=C1 |r| Methyl (2RS)-2-(6-nitroindazol-2-yl)-2-phenyl-acetate